2-acetoxy-3-(2-acetoxy-5-ethyl-3-methylphenylethyl)-5-ethylbenzoic acid C(C)(=O)OC1=C(C(=O)O)C=C(C=C1CCC1=C(C(=CC(=C1)CC)C)OC(C)=O)CC